2-(piperazin-1-yl)-N-(4-(3-(piperidin-1-yl)cyclobutoxy)phenyl)acetamide N1(CCNCC1)CC(=O)NC1=CC=C(C=C1)OC1CC(C1)N1CCCCC1